N-(1-((2-chlorothiazol-5-yl)methyl)-1H-imidazole-2-yl)nitramide ClC=1SC(=CN1)CN1C(=NC=C1)N[N+](=O)[O-]